N-neopentylpropionamide C(C(C)(C)C)NC(CC)=O